BrC1=C(C(=C2C(=NC(=NC2=C1F)OC[C@]12CCCN2C[C@@H](C1)F)O)OC[C@H](C=C)NCC(F)F)Cl 7-Bromo-6-chloro-5-(((S)-2-((2,2-difluoroethyl)amino)but-3-en-1-yl)oxy)-8-fluoro-2-(((2R,7aS)-2-fluorotetrahydro-1H-pyrrolizin-7a(5H)-yl)methoxy)quinazolin-4-ol